N-(2-bromothiophen-3-yl)-2-((6-(4-(2-hydroxyethyl)piperazin-1-yl)-2-methylpyrimidin-4-yl)amino)thiazole-5-carboxamide BrC=1SC=CC1NC(=O)C1=CN=C(S1)NC1=NC(=NC(=C1)N1CCN(CC1)CCO)C